N-(2-(4-(3-chloropropyl)-2-methoxyphenethoxy)ethyl)benzamide ClCCCC1=CC(=C(CCOCCNC(C2=CC=CC=C2)=O)C=C1)OC